8-iodo-2-(methylsulfinyl)pyrido[4,3-d]Pyrimidine IC1=CN=CC2=C1N=C(N=C2)S(=O)C